(ethyl)ammonium, sodium salt [Na+].C(C)[NH3+]